(1S,2S)-N-(6-(((6-ethyl-8-(3-methyl-2,4-dioxoimidazolidin-1-yl)imidazo[1,2-a]pyridin-2-yl)methyl)amino)-2-methylpyrimidin-4-yl)-2-(4-methylpyrimidin-2-yl)cyclopropane-1-carboxamide C(C)C=1C=C(C=2N(C1)C=C(N2)CNC2=CC(=NC(=N2)C)NC(=O)[C@@H]2[C@H](C2)C2=NC=CC(=N2)C)N2C(N(C(C2)=O)C)=O